COC1=C(C=CC=C1)N1C(SC=C1C=1C=C(C(=O)NCCCCN2CCN(CC2)C(=O)OC(C)(C)C)C=CC1)=O 3-(3-(2-methoxyphenyl)-4-thiazolinonyl)-N-(4-Boc-piperazinobutyl)benzamide